O1N=C(C2=C1C=CC=C2)C2=C(C=C(C=C2)C)[C@H](CC2=NC=CC=C2)NC(OC(C)(C)C)=O tert-Butyl (S)-{1-[2-(benzo[d]isoxazol-3-yl)-5-methylphenyl]-2-(pyridin-2-yl)ethyl}carbamate